N1=C(C=C2COCCN21)CO 6,7-dihydro-4H-pyrazolo[5,1-c][1,4]oxazin-2-ylmethanol